1-(5-methyl-2-((tetrahydro-2H-pyran-4-yl)amino)pyrimidin-4-yl)-1H-imidazole-4-amide CC=1C(=NC(=NC1)NC1CCOCC1)N1C=NC(=C1)C(=O)N